C(C)(C)(C)OC(=O)N1CCC2(CC(C2)N2N=C(C(=C2)C=2C=C(C=3N(C2)N=CC3C#N)O[C@H](C)C3=NC=CC=C3)C)CC1 2-[4-[3-Cyano-4-[(1R)-1-(2-pyridinyl)ethoxy]pyrazolo[1,5-a]pyridin-6-yl]-3-methyl-pyrazol-1-yl]-7-azaspiro[3.5]nonane-7-carboxylic acid tert-butyl ester